[Cl-].C(CCCCCCCCC)C[N+](C)(C)CC decyl-ethyl-trimethyl-ammonium chloride